N12CCN(C(CC1)CC2)CC=2C=CC=1C3=C(N(C(C1C2)=O)[C@@H]2CC[C@H](CC2)O)N=C(N=C3)NCC3CC3 trans-8-((1,4-Diazabicyclo[3.2.2]nonan-4-yl)methyl)-3-((cyclopropylmethyl)amino)-5-(4-hydroxycyclohexyl)pyrimido[4,5-c]isoquinolin-6(5H)-one